tert-butyl ((1R,5S,6s)-3-(piperidin-4-ylmethyl)-3-azabicyclo[3.1.0]hexan-6-yl)carbamate N1CCC(CC1)CN1C[C@@H]2C([C@@H]2C1)NC(OC(C)(C)C)=O